FC=1C=C(C=CC1C(F)(F)F)CC(=O)NC1=CC=C(C=C1)C1=NC=NC2=CC(=C(C=C12)OC)OCC1CCNCC1 2-(3-fluoro-4-(trifluoromethyl)phenyl)-N-(4-(6-methoxy-7-(piperidin-4-ylmethoxy)quinazolin-4-yl)phenyl)Acetamide